N-[2-(4,4-difluoro-1-piperidyl)-6-(7,8-dihydro-5H-1,6-naphthyridin-6-yl)-4-methyl-3-pyridyl]-5-methyl-isothiazole-4-carboxamide FC1(CCN(CC1)C1=NC(=CC(=C1NC(=O)C=1C=NSC1C)C)N1CC=2C=CC=NC2CC1)F